10-Hydroxyoctadec-12-enoic acid OC(CCCCCCCCC(=O)O)CC=CCCCCC